COC1=C(C=CC=C1)C=1C(=C(N2C1C(N(C1=CC=CC=C21)C)=O)C2=CC=CC=C2)C#N 3-(2-methoxyphenyl)-5-methyl-4-oxo-1-phenyl-4,5-dihydropyrrolo[1,2-a]quinoxaline-2-carbonitrile